trans-4-(6,7-dimethoxyquinoxalin-2-ylamino)cyclohexanol sulfate S(=O)(=O)(O)O[C@@H]1CC[C@H](CC1)NC1=NC2=CC(=C(C=C2N=C1)OC)OC